N1=C(N=CC=C1)OC=1C(=NC=CC1)C=1C=C(SC1)C(=O)OC methyl 4-[3-(pyrimidin-2-yloxy)pyridin-2-yl]thiophene-2-carboxylate